(S)-4-(8-amino-3-(1-(2-chloropyrimidine-4-carbonyl)piperidin-2-yl)imidazo[1,5-a]pyrazin-1-yl)-N-(4-propylpyridin-2-yl)benzamide NC=1C=2N(C=CN1)C(=NC2C2=CC=C(C(=O)NC1=NC=CC(=C1)CCC)C=C2)[C@H]2N(CCCC2)C(=O)C2=NC(=NC=C2)Cl